4-(4-(o-tolyloxy)piperidin-1-yl)-5,7-dihydro-6H-pyrrolo[3,4-d]pyrimidine-6-carbonitrile C1(=C(C=CC=C1)OC1CCN(CC1)C=1C2=C(N=CN1)CN(C2)C#N)C